CC/C=C\C[C@H]([C@@H](/C=C/C=C/C=C\C=C\[C@H](C/C=C\CCC(=O)O)O)O)O 7S,16R,17R-trihydroxy-4Z,8E,10Z,12E,14E,19Z-docosahexaenoic acid